OC(CN(CCCCCCCCCCN(CCN1CCN(CC1)CCCCCCCCCCN(CC(CCCCCCCCCCCC)O)CC(CCCCCCCCCCCC)O)CC(CCCCCCCCCCCC)O)CC(CCCCCCCCCCCC)O)CCCCCCCCCCCC 1,1'-((10-(4-(2-((10-(bis(2-hydroxytetradecyl)amino)decyl)(2-hydroxytetradecyl)amino)ethyl)piperazin-1-yl)decyl)azanediyl)bis(tetradecan-2-ol)